4-((3-ethylphenyl)amino)cyclobut-3-ene-1,2-dione C(C)C=1C=C(C=CC1)NC1=CC(C1=O)=O